2,6-dichloro-8-(3,3-difluoro-4,4-dimethylpyrrolidin-1-yl)imidazo[1,2-b]pyridazine ClC=1N=C2N(N=C(C=C2N2CC(C(C2)(C)C)(F)F)Cl)C1